4-{1-[N-methyl-5-(4,6-dichloro-5-fluoro-1H-indole-2-carbonyl)-4H,5H,6H,7H-pyrazolo[1,5-a]pyrazine-3-amido]cyclopropyl}benzoic acid CN(C(=O)C=1C=NN2C1CN(CC2)C(=O)C=2NC1=CC(=C(C(=C1C2)Cl)F)Cl)C2(CC2)C2=CC=C(C(=O)O)C=C2